8-chloro-N-(cyclopropylmethyl)-N-[1-[3-(triazol-2-yl)pyrazin-2-yl]ethyl]-6-(trifluoromethyl)quinazolin-4-amine ClC=1C=C(C=C2C(=NC=NC12)N(C(C)C1=NC=CN=C1N1N=CC=N1)CC1CC1)C(F)(F)F